(S)-2-(4-(6-((1-(difluoromethyl)-1H-pyrazol-3-yl)methoxy)pyridin-2-yl)-2,5-difluorobenzyl)-1-(oxetan-2-ylmethyl)-1H-benzo[d]imidazole-6-carboxylic acid FC(N1N=C(C=C1)COC1=CC=CC(=N1)C1=CC(=C(CC2=NC3=C(N2C[C@H]2OCC2)C=C(C=C3)C(=O)O)C=C1F)F)F